O=C1N(C(C=C1)=O)CCC(C(=O)N)CC(=O)N [2-(2,5-dioxo-2,5-dihydro-1H-pyrrol-1-yl)ethyl]succinamide